CN1CCN(CC1)C1=CC=CC(=N1)OC1=CC2=C(NC(=N2)NC(OC)=O)C=C1 methyl N-(5-{[6-(4-methylpiperazin-1-yl)pyridin-2-yl]oxy}-1H-1,3-benzodiazol-2-yl)carbamate